1-{[(2S,5R)-5-aminotetrahydro-2H-pyran-2-yl]carbonyl}azetidin-3-ol hydrochloride Cl.N[C@@H]1CC[C@H](OC1)C(=O)N1CC(C1)O